OC1=CC=C(C=CC=2OC3=C(C(C2)=C(C#N)C#N)C=CC=C3)C=C1 2-[2-(4-Hydroxystyryl)-4H-1-benzopyran-4-ylidene]malononitrile